O1C(C1)CCN(COCC1OC1)COCC1OC1 2-(oxiran-2-yl)-N,N-bis((oxiran-2-ylmethoxy)methyl)ethylamine